C(#C)C1=CC=CC=2N1N=C(N2)NC(=O)C2CC2 N-[5-ethynyl-[1,2,4]triazolo[1,5-a]pyrid-2-yl]cyclopropanecarboxamide